3-(4-cyclopropylpyridin-2-yl)-N-(4-(trifluoromethyl)pyridin-2-yl)-1,2,4-thiadiazol-5-amine C1(CC1)C1=CC(=NC=C1)C1=NSC(=N1)NC1=NC=CC(=C1)C(F)(F)F